2,5-bis(2-octyldodecyl)-3,6-di(thiophen-2-yl)diketopyrrolo[3,4-c]pyrrole C(CCCCCCC)C(CN1C(C2=C(N(C(C2=C1C=1SC=CC1)=O)CC(CCCCCCCCCC)CCCCCCCC)C=1SC=CC1)=O)CCCCCCCCCC